ONC(=O)C1=CC2=C(CN([C@H](CO2)C2=CC=C(C=C2)C)C(=O)C2(CCOCC2)C)C=C1 (S)-N-hydroxy-4-(4-methyltetrahydro-2H-pyran-4-carbonyl)-3-(p-tolyl)-2,3,4,5-tetrahydrobenzo[f][1,4]oxazepine-8-carboxamide